N-(3-(7-((4-methoxybenzyl)(methyl)amino)-1,6-naphthyridin-3-yl)-4-methylphenyl)-3-(2,2,2-trifluoroethyl)pyrrolidine-1-carboxamide COC1=CC=C(CN(C2=NC=C3C=C(C=NC3=C2)C=2C=C(C=CC2C)NC(=O)N2CC(CC2)CC(F)(F)F)C)C=C1